C1(=CC=CC=C1)C1C(C1C1=CC=CC=C1)P(C(C)(C)C)C(C)(C)C 2,3-Trans-Diphenylcyclopropyl-Di-Tert-Butylphosphine